6-methoxy-N-methylpyridine-2-carboxamide COC1=CC=CC(=N1)C(=O)NC